N[C@@H](CCCCN)C(=O)N[C@@H]([C@H](O)C)C(=O)N[C@@H](CCCCN)C(=O)O Lysylthreonyllysine